N'-[3,4-dichloro-10-(1H-pyrazol-4-yl)-6,7,8,9-tetrahydropyrido[1,2-a]indol-7-yl]-N-methyl-propanediamide ClC1=CC=C2C(=C3N(C2=C1Cl)CC(CC3)NC(CC(=O)NC)=O)C=3C=NNC3